N=1ON=C2C1CCCC2=O 6,7-dihydrobenzo[c][1,2,5]oxadiazol-4(5H)-one